CN1C(N(C(C=C1NC)=O)C)=O 1,3-dimethyl-6-(methylamino)pyrimidine-2,4(1H,3H)-dione